5-fluoro-N-[(3R)-5-nitro-3-(oxan-4-yl)-3,4-dihydro-2H-1,4-benzoxazin-7-ylsulfonyl]-6-{2-oxo-7-azaspiro[3.5]nonan-7-yl}pyridine-3-carboxamide FC=1C=C(C=NC1N1CCC2(CC(C2)=O)CC1)C(=O)NS(=O)(=O)C1=CC2=C(N[C@@H](CO2)C2CCOCC2)C(=C1)[N+](=O)[O-]